thiaOxazole S1ONC=C1